(R)-4-(3-(3-(3-(dimethylamino)pyrrolidine-1-carbonyl)azetidine-1-carbonyl)-4-fluorobenzyl)phthalazin-1(2H)-one CN([C@H]1CN(CC1)C(=O)C1CN(C1)C(=O)C=1C=C(CC2=NNC(C3=CC=CC=C23)=O)C=CC1F)C